C(C)(C)(C)OC(=O)C1CCN(CC1)CC#CC=1C=C2CN(C(C2=CC1)=O)C1C(NC(CC1)=O)=O 1-[3-[2-(2,6-dioxo-3-piperidyl)-1-oxo-isoindolin-5-yl]prop-2-ynyl]piperidine-4-carboxylic acid tert-butyl ester